(E)-4-(3-amino-3-oxoprop-1-en-1-yl)bicyclo[2.2.2]octane-1-carboxylic acid benzyl ester C(C1=CC=CC=C1)OC(=O)C12CCC(CC1)(CC2)\C=C\C(=O)N